2,6-dimethyl-heptanediol dibenzoate C(C1=CC=CC=C1)(=O)OC(C(CCCC(C)C)C)OC(C1=CC=CC=C1)=O